(3aR,5r,6aS)-5-(methylsulfonyloxy)-hexahydrocyclopenta[c]pyrrole-2(1H)-carboxylic acid tert-butyl ester C(C)(C)(C)OC(=O)N1C[C@@H]2[C@H](C1)CC(C2)OS(=O)(=O)C